[1,1'-binaphthyl]-2,2'-diol C=1(C(=CC=C2C=CC=CC12)O)C=1C(=CC=C2C=CC=CC12)O